caproyl alcohol C(CCCCC)(=O)O